2-(2-(5-(5-acrylamidopyrazin-2-yl)pyridin-3-yl)propionamido)thiazole-5-carboxylic acid ethyl ester C(C)OC(=O)C1=CN=C(S1)NC(C(C)C=1C=NC=C(C1)C1=NC=C(N=C1)NC(C=C)=O)=O